methyl (2S,4S)-4-allyloxy-1-[3-(2,4-difluorophenyl)imidazo[1,5-a]pyrazin-8-yl]pyrrolidine-2-carboxylate C(C=C)O[C@H]1C[C@H](N(C1)C=1C=2N(C=CN1)C(=NC2)C2=C(C=C(C=C2)F)F)C(=O)OC